C1C2=CC=CC=C2C3=C1C4=CC=CC=C4C=C3 1,2-benzofluorene